Ethyl (4S)-4-{4-[N-methoxyethanimidoyl]piperidin-1-yl}azepane-1-carboxylate CON=C(C)C1CCN(CC1)[C@@H]1CCN(CCC1)C(=O)OCC